1H-benzo[d]Imidazole-7-carboxamide N1C=NC2=C1C(=CC=C2)C(=O)N